C(C)(C)OC=1C=C(C=CC1)/C=C/C(=O)O (E)-3-(3-isopropoxyphenyl)acrylic acid